COC(C(C)(C)N=NC(C(=O)OC)(C)C)=O Dimethyl-2,2'-azobisisobutyrat